N-(1-methyl-3-trifluoromethyl-1H-pyrazol-5-yl)-2-phenoxybenzamide CN1N=C(C=C1NC(C1=C(C=CC=C1)OC1=CC=CC=C1)=O)C(F)(F)F